3-((4-(2-(2-aminopyridin-3-yl)-3H-imidazo[4,5-b]pyridin-3-yl)benzyl)amino)-4-methoxycyclobut-3-ene-1,2-dione NC1=NC=CC=C1C1=NC=2C(=NC=CC2)N1C1=CC=C(CNC=2C(C(C2OC)=O)=O)C=C1